methyl 4-[[3-(3,5-difluorophenyl)-5-methyl-4H-isoxazole-5-carbonyl] amino]-2,5-dihydrofuran-3-carboxylate FC=1C=C(C=C(C1)F)C1=NOC(C1)(C(=O)NC1=C(COC1)C(=O)OC)C